(R)-4-((1-(4,4-difluorochroman-8-yl)ethyl)amino)-6-(1-(difluoromethyl)cyclopropyl)-2-methyl-2,6-dihydropyrido[3,4-d]pyridazine-1,7-dione FC1(CCOC2=C(C=CC=C12)[C@@H](C)NC1=NN(C(C=2C1=CN(C(C2)=O)C2(CC2)C(F)F)=O)C)F